4-chloro-2-(2,7a-dihydrobenzo[d]thiazol-2-yl)phenol ClC1=CC(=C(C=C1)O)C1SC2C(=N1)C=CC=C2